2-[[(1R)-1-[3,6-dimethyl-2-(2-methyl-1,3-benzothiazol-6-yl)-4-oxo-chromen-8-yl]ethyl]amino]benzoic acid CC1=C(OC2=C(C=C(C=C2C1=O)C)[C@@H](C)NC1=C(C(=O)O)C=CC=C1)C1=CC2=C(N=C(S2)C)C=C1